O1C=NCCC1 4,5-dihydro-1,3-oxazine